[4-[3-[4-[3-(Oxan-2-yloxyamino)-3-oxoprop-1-enyl]phenyl]prop-2-enoyl]phenyl]methyl methanesulfonate CS(=O)(=O)OCC1=CC=C(C=C1)C(C=CC1=CC=C(C=C1)C=CC(=O)NOC1OCCCC1)=O